4-{5-[2-Fluoro-4-(trifluoromethoxy)phenoxy]-1-methyl-1H-1,2,4-triazol-3-yl}benzaldehyde FC1=C(OC2=NC(=NN2C)C2=CC=C(C=O)C=C2)C=CC(=C1)OC(F)(F)F